BrC=1SC2=C(N1)C=CC(=C2)NC(OC(C)(C)C)=O tert-butyl N-(2-bromanyl-1,3-benzothiazol-6-yl)carbamate